CNC(=O)C1=C2C=CC=C(C2=CC=C1)OC1=CC=C(C=N1)C(=O)O 6-[[5-(methylcarbamoyl)-1-naphthyl]oxy]pyridine-3-carboxylic acid